N-cyclopentyl-2-(3-(5-methylthiophen-2-yl)-6-oxopyridazin-1(6H)-yl)acetamide C1(CCCC1)NC(CN1N=C(C=CC1=O)C=1SC(=CC1)C)=O